O=C1N(CC12CC(NCC2)=O)[C@H](C(=O)O)[C@@H](C)O (2S,3R)-2-(1,6-dioxo-2,7-diazaspiro[3.5]nonan-2-yl)-3-hydroxybutyric acid